[3-amino-6-[(1R,4S)-3-azabicyclo[2.2.1]heptan-3-yl]pyrazolo[3,4-b]pyridin-1-yl]-(2-methoxyphenyl)methanone NC1=NN(C2=NC(=CC=C21)N2C[C@@H]1CC[C@H]2C1)C(=O)C1=C(C=CC=C1)OC